C(CCCCC)(=O)OCC\C=C/CC Hexanoic acid, (3Z)-3-hexenyl ester